C=1(C(=CC=CC1)Cl)C o-toluyl chloride